C(C1=CC=CC=C1)OCCC1(CN=C2N1C=1N=C(N=CC1N2C)NC=2C(=CC=1N(C2)N=CN1)C)C 8-(2-(Benzyloxy)ethyl)-5,8-dimethyl-N-(7-methyl-[1,2,4]triazolo[1,5-a]pyridine-6-yl)-7,8-dihydro-5H-imidazo[1,2-e]purin-2-amine